Tert-butyl ((1S)-2-((5-(1-(5,5-difluoro-2-carbonylpiperidin-1-yl)-2-methoxyethyl)thiazol-2-yl)amino)-1-((1r,4S)-4-methylcyclohexyl)-2-carbonylethyl)carbamate FC1(CCC(N(C1)C(COC)C1=CN=C(S1)NC([C@H](C1CCC(CC1)C)NC(OC(C)(C)C)=O)=C=O)=C=O)F